F/C=C/N1N=NC2=C1C=C(C=C2)C=2C=CN1N=C(N=C(C12)OC)NC1CCC(CC1)(O)C (1r,4r)-4-((5-(1-((E)-2-fluorovinyl)-1H-benzo[d][1,2,3]triazol-6-yl)-4-methoxypyrrolo[2,1-f][1,2,4]triazin-2-yl)amino)-1-methylcyclohexan-1-ol